CC1=C(C=C(C=C1)C=O)N1C=NN=C1 [4-methyl-3-(1,2,4-triazol-4-yl)phenyl]methanone